CC(C(=O)O)(CCC=C)C 2,2-DIMETHYL-5-HEXENOIC ACID